(S)-4-(N-(3-(1H-indol-3-yl)-1-(4-morpholinophenylamino)-1-oxopropan-2-yl)sulfamoyl)benzoic acid ethyl ester C(C)OC(C1=CC=C(C=C1)S(N[C@H](C(=O)NC1=CC=C(C=C1)N1CCOCC1)CC1=CNC2=CC=CC=C12)(=O)=O)=O